7-[[5-(4-methylpiperazin-1-yl)-2-pyridyl]amino]-4-(2-morpholino-4-pyridyl)isoindolin-1-one CN1CCN(CC1)C=1C=CC(=NC1)NC=1C=CC(=C2CNC(C12)=O)C1=CC(=NC=C1)N1CCOCC1